C(#N)C=1C(=NC(=C(C1CC)C#N)N1CCOCC1)SC(C(=O)N)C1=CC=CC=C1 2-[(3,5-dicyano-4-ethyl-6-morpholino-2-pyridyl)sulfanyl]2-phenyl-acetamide